C1(CCC1)[C@@H](C)NC1=NC(=NC(=N1)N[C@H](C)C1CCC1)C1=NC(=CC=C1)C(F)(F)F N2,N4-bis((R)-1-cyclobutylethyl)-6-(6-(trifluoromethyl)pyridin-2-yl)-1,3,5-triazine-2,4-diamine